(ethanesulfonyl)-3-ethoxypyridin-2-amine C(C)S(=O)(=O)C1=C(C(=NC=C1)N)OCC